(S)-1-(2-((tert-butoxycarbonyl)amino)propyl)-6-oxo-1,6-dihydropyridine-3-carboxylic acid methyl ester COC(=O)C1=CN(C(C=C1)=O)C[C@H](C)NC(=O)OC(C)(C)C